2-[6-(3,3-dimethyl-piperazin-1-yl)-pyridazin-3-yl]-5-pyrazol-1-yl-phenol CC1(CN(CCN1)C1=CC=C(N=N1)C1=C(C=C(C=C1)N1N=CC=C1)O)C